Cl.O1N=C(C2=C1C=CC=C2)C2=C(C=CC=C2)[C@H](CC2=NC(=CC=C2)Br)N (S)-1-[2-(Benzo[d]isoxazol-3-yl)phenyl]-2-(6-bromopyridine-2-yl)ethan-1-amine hydrochloride